CC=1C(=NC(=NC1)NC1CCOCC1)N1C=NC(=C1)C(=O)O 1-[5-Methyl-2-(tetrahydro-pyran-4-ylamino)-pyrimidin-4-yl]-1H-imidazole-4-carboxylic acid